1-bromo-2-fluoro-4-(trifluoromethylthio)benzene BrC1=C(C=C(C=C1)SC(F)(F)F)F